COC(=O)C=1C=CC2=C(N(C(=N2)CN2CCC(=CC2)C2=NC(=CC=C2)OCC2=CC3=C(OC(O3)(F)F)C=C2)C[C@H]2OCC2)C1 (S)-2-((6-(2,2-Difluorobenzo[d][1,3]dioxolan-5-ylmethoxy)-3',6'-dihydro-[2,4'-bipyridine]-1'(2'H)-yl)methyl)-1-(oxetan-2-ylmethyl)-1H-benzo[d]imidazole-6-carboxylic acid methyl ester